((4aS,5aR)-5a-Methyl-1-((2-(trimethylsilyl)ethoxy)methyl)-1,4,4a,5,5a,6-hexahydrocyclopropa[f]indazol-3-yl)methanol C[C@]12[C@H](CC=3C(=NN(C3C1)COCC[Si](C)(C)C)CO)C2